(M)-6-Chloro-4-[(2S,5R)-2,5-dimethyl-4-prop-2-enoyl-piperazin-1-yl]-1-(2-isopropyl-4-methyl-3-pyridyl)-7-(3-prop-1-ynyl-phenyl)pyrido[2,3-d]pyrimidin-2-one ClC1=CC2=C(N(C(N=C2N2[C@H](CN([C@@H](C2)C)C(C=C)=O)C)=O)C=2C(=NC=CC2C)C(C)C)N=C1C1=CC(=CC=C1)C#CC